CC1=C(OC=2C=C3C(=NN(C3=CC2C=2C3=C(C(N(C2)C)=O)NC(=C3)C(=O)NCC)CC(C)(C)O)N(C)CCO)C(=CC=C1)C 4-(5-(2,6-dimethylphenoxy)-1-(2-hydroxy-2-methylpropyl)-3-((2-hydroxyethyl)(methyl)amino)-1H-indazol-6-yl)-N-ethyl-6-methyl-7-oxo-6,7-dihydro-1H-pyrrolo[2,3-c]pyridine-2-carboxamide